C1(CC1)CC(CCCCC[C@@H](C=1OC(=CN1)C=1C=C2C=CC(=NC2=CC1OC)C)NC(=O)[C@H]1CC12CCN(CC2)CC)=O (S)-N-((S)-8-cyclopropyl-1-(5-(7-methoxy-2-methylquinolin-6-yl)oxazol-2-yl)-7-oxooctyl)-6-ethyl-6-azaspiro[2.5]octane-1-carboxamide